3-(2-{8-chloro-1-ethyl-1H,2H,3H-cyclopenta[c]cinnolin-7-yl}ethynyl)-1-[(3S,5R)-5-(methoxymethyl)-1-(prop-2-enoyl)pyrrolidin-3-yl]-5-(methylamino)pyrazole-4-carboxamide ClC1=CC=2C3=C(N=NC2C=C1C#CC1=NN(C(=C1C(=O)N)NC)[C@@H]1CN([C@H](C1)COC)C(C=C)=O)CCC3CC